4-(3-((2-(6-ethylpyridin-3-yl)-8-methoxy-2,3-dihydrobenzo[b][1,4]dioxin-6-yl)methyl)-3H-imidazo[4,5-b]pyridin-6-yl)morpholine C(C)C1=CC=C(C=N1)C1COC2=C(O1)C(=CC(=C2)CN2C=NC=1C2=NC=C(C1)N1CCOCC1)OC